C(CCC)[N+]1(CCCC1)CCCC 1,1-dibutylpyrrolidinium